C(C)[C@@H]1N(C[C@H](N(C1)C(C)C1=CC(=C(C=C1)OC(F)(F)F)F)CC)C=1C2=C(N(C(N1)=O)C)C=CC(=N2)C#N 4-((2S,5R)-2,5-diethyl-4-(1-(3-fluoro-4-(trifluoromethoxy)phenyl)ethyl)piperazin-1-yl)-1-methyl-2-oxo-1,2-dihydropyrido[3,2-d]pyrimidine-6-carbonitrile